1-(4-hydroxyanilino)-3-azabicyclo[3.1.1]heptane-2,4-dione OC1=CC=C(NC23C(NC(C(C2)C3)=O)=O)C=C1